N[C@H](C)C1=CC=C2C(=N1)N(C(=C2)C2=NC1=C(N2C)C=C(C(=C1)C(=O)OC)F)CCC=C methyl (R)-2-(6-(1-aminoethyl)-1-(but-3-en-1-yl)-1H-pyrrolo[2,3-b]pyridin-2-yl)-6-fluoro-1-methyl-1H-benzo[d]imidazole-5-carboxylate